OC=1C=C2C=CC=C(C2=CC1)NC(=O)C=1C(NC(=CC1)C(F)(F)F)=O N-(6-hydroxynaphthalen-1-yl)-2-oxo-6-(trifluoromethyl)-1,2-dihydropyridine-3-carboxamide